cis-4-(2-Amino-2-methylpropanoyl)-N-[1-(4-{[4-amino-3-fluoropiperidin-1-yl]methyl}phenyl)-2-oxo-1,2-dihydropyrimidin-4-yl]piperazine-1-carboxamide hydrochloride salt Cl.NC(C(=O)N1CCN(CC1)C(=O)NC1=NC(N(C=C1)C1=CC=C(C=C1)CN1C[C@H]([C@H](CC1)N)F)=O)(C)C